C(N)(=O)[C@H]1N2C(N([C@H](CC1)C2)OS(=O)(=O)OCC(C(=O)OCCC)(CCC)CCC)=O propyl 2-((((((1R,2S,5R)-2-carbamoyl-7-oxo-1,6-diazabicyclo[3.2.1]octan-6-yl)oxy)sulfonyl)oxy)methyl)-2-propylpentanoate